OC1=C2C(C(=COC2=CC(=C1OC)O)C1=CC=C(C=C1)O)=O 5,7,4'-trihydroxy-6-methoxyisoflavone